2-(6-(((1R,3S,5S)-6,6-difluoro-1,5,8-trimethyl-8-azabicyclo[3.2.1]octan-3-yl)oxy)pyridazin-3-yl)-5-(1H-imidazol-1-yl)phenol FC1([C@@]2(C[C@H](C[C@](C1)(N2C)C)OC2=CC=C(N=N2)C2=C(C=C(C=C2)N2C=NC=C2)O)C)F